C(C)C1=C(OC(C(=O)O)(C)C)C(=CC(=C1)CN1N=CN(C1=O)C1=CC=C(C=C1)OC(F)(F)F)CC 2-(2,6-diethyl-4-((5-oxo-4-(4-(trifluoromethoxy)phenyl)-4,5-dihydro-1H-1,2,4-triazol-1-yl)methyl)phenoxy)-2-methylpropanoic acid